3-[6-(azetidin-1-yl)pyridin-2-yl]-1H-indole-7-carbonitrile N1(CCC1)C1=CC=CC(=N1)C1=CNC2=C(C=CC=C12)C#N